(S)-2-((2-((3,3-dimethyl-1-(2,2,2-trifluoroethoxy)-1,3-dihydro-[1,2]oxaborolo[4,3-b]pyridin-5-yl)amino)-5-(1,2,4-oxadiazol-5-yl)pyrimidin-4-yl)amino)-2-phenylethan-1-ol CC1(OB(C=2C1=NC(=CC2)NC2=NC=C(C(=N2)N[C@H](CO)C2=CC=CC=C2)C2=NC=NO2)OCC(F)(F)F)C